CC=1CCC(C(C1)C1=C(C=C(C=C1OCN(C(OC)=O)C)CCCCC)OCN(C(OC)=O)C)C(=C)C dimethyl (((5'-methyl-4-pentyl-2'-(prop-1-en-2-yl)-1',2',3',4'-tetrahydro-[1,1'-biphenyl]-2,6-diyl)bis(oxy))bis(methylene))bis(methyl carbamate)